FC=1C=C(C=C(C1OC1=C2C(=NC=C1)N(C=C2C(F)(F)F)COCC[Si](C)(C)C)F)NC(=O)NCC2OCC2(C)C 1-(3,5-difluoro-4-{[3-(trifluoromethyl)-1-{[2-(trimethylsilyl)ethoxy]methyl}-1H-pyrrolo[2,3-b]pyridin-4-yl]oxy}phenyl)-3-[(3,3-dimethyloxetane-2-yl)methyl]urea